C(C)(=O)C=1C=C2C=CC(=CC2=CC1)NCC(C(=O)O)N 3-(6-acetylnaphthalen-2-ylamino)-2-aminopropionic acid